hexamethylenediamine nonanedioic acid salt C(CCCCCCCC(=O)O)(=O)O.NCCCCCCN